((2-((6-chloropyridazin-3-yl)oxy)ethyl)amino)-3-phenoxypropan-2-ol ClC1=CC=C(N=N1)OCCNCC(COC1=CC=CC=C1)O